(3-glycidyloxypropyl)silane C(C1CO1)OCCC[SiH3]